C(C)(C)N1C(=NC2=NC=C(C=C21)N)CC2=CC=C(C=C2)C(F)(F)F 1-isopropyl-2-(4-(trifluoromethyl)benzyl)-1H-imidazo[4,5-b]pyridin-6-amine